6-[4-(difluoromethyl)-1,3,4-oxadiazol-2-yl]-2-[(1R*,2R*)-1-(3,4-difluorophenyl)-2-hydroxy-2-(pyridin-2-yl)ethyl]-2,3-dihydro-1H-isoindol-1-one FC(N1N=C(OC1)C1=CC=C2CN(C(C2=C1)=O)[C@@H]([C@H](C1=NC=CC=C1)O)C1=CC(=C(C=C1)F)F)F |o1:17,18|